COC1=CC=C(C=C1)C1=NC2=C(C=C(C=C2C(C1C)=O)C)\C(\C)=N/SC(C)(C)C (Z)-N-(1-(2-(4-methoxyphenyl)-3,6-dimethyl-4-oxo-3,4-dihydroquinolin-8-yl)ethylidene)-2-methylpropane-2-sulfenamide